(S)-4-(4-(1-(3-fluorobenzyl)pyrrolidine-3-carbonyl)-3,4-dihydro-2H-pyrido[4,3-b][1,4]oxazin-8-yl)benzonitrile FC=1C=C(CN2C[C@H](CC2)C(=O)N2C3=C(OCC2)C(=CN=C3)C3=CC=C(C#N)C=C3)C=CC1